[Cl-].CS(=O)(=O)CCC[NH3+] 3-Methanesulfonyl-propyl-ammonium chloride